C(#N)C1=CC(=C(C=C1)C(C(=O)OC)(C)C)F methyl 2-(4-cyano-2-fluorophenyl)-2-methylpropanoate